(R)-N-(5-(5-(methoxymethyl)-1,2,4-oxadiazol-3-yl)-2,3-dihydro-1H-inden-1-yl)-2-methylthiazole-5-carboxamide COCC1=NC(=NO1)C=1C=C2CC[C@H](C2=CC1)NC(=O)C1=CN=C(S1)C